8-bromo-2-(cyclopropylmethoxy)-1,6-naphthyridin-7(6H)-one BrC=1C(NC=C2C=CC(=NC12)OCC1CC1)=O